4,4,5,5-tetramethyl-2-(1-oxaspiro[3.5]non-6-en-7-yl)-1,3,2-dioxaborolane CC1(OB(OC1(C)C)C1=CCC2(CCO2)CC1)C